3-(5-((2-(4-benzhydrylpiperazin-1-yl)ethyl)amino)-2-methyl-4-oxoquinazolin-3(4H)-yl)piperidine-2,6-dione C(C1=CC=CC=C1)(C1=CC=CC=C1)N1CCN(CC1)CCNC1=C2C(N(C(=NC2=CC=C1)C)C1C(NC(CC1)=O)=O)=O